N-(1-((3R,4S)-3-Fluoro-4-(3-(4-fluoropiperidin-1-yl)-4-(trifluoromethyl)phenoxy)piperidine-1-carbonyl)-1H-pyrazol-3-yl)methanesulfonamide F[C@@H]1CN(CC[C@@H]1OC1=CC(=C(C=C1)C(F)(F)F)N1CCC(CC1)F)C(=O)N1N=C(C=C1)NS(=O)(=O)C